BrC1=CC(=C2C(=NN(C2=C1)C1OCCCC1)NC=1C=C(C=2N(C1)C=C(N2)C)F)F 6-bromo-4-fluoro-N-(8-fluoro-2-methyl-imidazo[1,2-a]pyridin-6-yl)-1-tetrahydropyran-2-yl-indazol-3-amine